CC=1C2=C(N=CN1)N(C(=C2)C2=CC=C(N)C=C2)COCC[Si](C)(C)C 4-(4-methyl-7-((2-(trimethylsilyl)ethoxy)methyl)-7H-pyrrolo[2,3-d]pyrimidin-6-yl)aniline